CC=1C(=CC2=C(N=C3C(NC(N=C3N2CCOC(CCC(=O)O)=O)=O)=O)C1)C 4-[2-(7,8-dimethyl-2,4-dioxo-3,4-dihydro-benzo[g]pteridin-10(2H)-yl)ethoxy]-4-oxobutanoic acid